C(CCC)[Sn](C1=NC=CC=C1C(F)(F)F)(CCCC)CCCC tributyl-[3-(trifluoromethyl)pyridin-2-yl]stannane